N[C@@H](CCCN\C(\N)=N/[H])C(=O)O (Z)-arginine